1,3,5,7-octatetrayne C#CC#CC#CC#C